3-[(2,5-dimethylpyrazol-3-yl)methyl]-1H-benzimidazol-2-one CN1N=C(C=C1CN1C(NC2=C1C=CC=C2)=O)C